Diisohexylaluminum chloride C(CCC(C)C)[Al](CCCC(C)C)Cl